4-chloro-2-(chloromethyl)-1-methyl-benzene ClC1=CC(=C(C=C1)C)CCl